C(C1=CC=CC=C1)O[C@@H]1[C@H](N(C[C@@H]([C@H]1OCC1=CC=CC=C1)OCC1=CC=CC=C1)CC1CCN(CC1)CC(F)(F)F)C (2R,3R,4R,5S)-3,4,5-tris(benzyloxy)-2-methyl-1-((1-(2,2,2-trifluoroethyl)piperidin-4-yl)methyl)piperidine